1,5-anhydro-6-O-(6-cyano-4-quinolinyl)-2,3,4-trideoxy-2-[[(3,4-dihydro-3-oxo-2H-pyrido[3,2-b]-1,4-thiazin-6-yl)carbonyl]amino]-D-erythro-hexitol C(#N)C=1C=C2C(=CC=NC2=CC1)OC[C@@H]1CC[C@H](CO1)NC(=O)C=1C=CC=2SCC(NC2N1)=O